1-(4-cyanobenzoyl)-N-(4-(3-(pyridin-4-yl)phenyl)thiazol-2-yl)azetidine-2-carboxamide C(#N)C1=CC=C(C(=O)N2C(CC2)C(=O)NC=2SC=C(N2)C2=CC(=CC=C2)C2=CC=NC=C2)C=C1